The molecule is a benzylisoquinoline alkaloid that is 8-hydroxy-2-methyl-6,7-methylenedioxy-1,2,3,4-tetrahydroisoquinoline which is substituted at the 1-pro-R position by an (acetyloxy)(2-formyl-3,4-dimethoxyphenyl)methyl group. An intermediate in the biosynthesis of noscarpine in the opium poppy, Papaver somniferum. It has a role as a plant metabolite. It is a benzylisoquinoline alkaloid, a cyclic acetal, an acetate ester, a phenol, a member of benzaldehydes, an organic heterotricyclic compound and a tertiary amino compound. CC(=O)O[C@H]([C@H]1C2=C(C3=C(C=C2CCN1C)OCO3)O)C4=C(C(=C(C=C4)OC)OC)C=O